4-hydroxy-N-((S)-1-(4-(4-methylthiazol-5-yl)phenyl)ethyl)pyrrolidin-2-carboxamide OC1CC(NC1)C(=O)N[C@@H](C)C1=CC=C(C=C1)C1=C(N=CS1)C